C1(CC1)N(CCC(C(=O)O)NC1=NC=NC=C1)CCCCC1=NC=2NCCCC2C=C1 4-(cyclopropyl(4-(5,6,7,8-tetrahydro-1,8-naphthyridin-2-yl)butyl)amino)-2-(pyrimidin-4-ylamino)butanoic acid